3-[1-(cyclopropyl-methyl)-8-dimethylamino-2-oxo-8-phenyl-1,3-diazaspiro[4.5]decan-3-yl]-isonicotinonitrile C1(CC1)CN1C(N(CC12CCC(CC2)(C2=CC=CC=C2)N(C)C)C2=C(C#N)C=CN=C2)=O